3-hydroxypropyl-trimethoxysilane OCCC[Si](OC)(OC)OC